N-(5,6-dimethoxybenzothiazol-2-yl)-2-[4-(N,N-dimethylcarbamoyl)phenyl]acetamide COC=1C(=CC2=C(N=C(S2)NC(CC2=CC=C(C=C2)C(N(C)C)=O)=O)C1)OC